2-carbamimidoyl-1,2,3,4-tetrahydro-isoquinolin C(N)(=N)N1CC2=CC=CC=C2CC1